[Mg].C(C)(=O)ON(CCN(OC(C)=O)OC(C)=O)OC(C)=O.[Na].[Na] disodium ethylenediamine tetraacetate magnesium salt